N1=CC(=CC=C1)OC1=C(C(=O)N)C=CC=C1 (pyridin-3-yloxy)benzamide